tert-butyl 4-[4-[2-fluoro-4-[(2-oxo-1-phenyl-pyridine-3-carbonyl)amino]phenoxy]-1,7-naphthyridin-6-yl]piperazine-1-carboxylate FC1=C(OC2=CC=NC3=CN=C(C=C23)N2CCN(CC2)C(=O)OC(C)(C)C)C=CC(=C1)NC(=O)C=1C(N(C=CC1)C1=CC=CC=C1)=O